O1CC(CC1)N1C[C@@H](CCC1)NC=1N=NC(=C2C1C=NC=C2)C2=C(C=C(C=C2)C(F)(F)F)O 2-(4-{[(3R)-1-(oxacyclopent-3-yl)piperidin-3-yl]amino}pyrido[3,4-d]pyridazin-1-yl)-5-(trifluoromethyl)phenol